NC1=NC(=CC(=N1)N1CCC2(C[C@H](NC2)C(=O)O)CC1)O[C@@H](C(F)(F)F)C1=CC=C(C=C1)C=1C=CC2=C(N(N=C2C1)C)C (S)-8-(2-amino-6-((R)-1-(4-(2,3-dimethyl-2H-indazol-6-yl)phenyl)-2,2,2-trifluoroethoxy)pyrimidin-4-yl)-2,8-diazaspiro[4.5]decane-3-carboxylic acid